3,4-dihydroisoquinolin-2(1H)-amine C1N(CCC2=CC=CC=C12)N